C(C)(C)(C)OC(=O)N1N=C(C2=CC=CC=C12)NC=1C(=NC=C(C1)C=1OC=CN1)OC 3-((2-methoxy-5-(oxazol-2-yl)pyridin-3-yl)amino)-1H-indazole-1-carboxylic acid tert-butyl ester